2-ethyl-4-methyl-3,5,6-trifluorobenzyl (1R)-trans-3-(1-propenyl)-2,2-dimethylcyclopropanecarboxylate C(=CC)[C@H]1C([C@@H]1C(=O)OCC1=C(C(=C(C(=C1F)F)C)F)CC)(C)C